N4-(2-(cyanomethyl)phenyl)-N2-(3-(methylsulfonamido)phenyl)thiophene-2,4-dicarboxamide C(#N)CC1=C(C=CC=C1)NC(=O)C=1C=C(SC1)C(=O)NC1=CC(=CC=C1)NS(=O)(=O)C